2,4,5-tribromonaphthalene-1-amine BrC1=C(C2=CC=CC(=C2C(=C1)Br)Br)N